di-dodecylmercaptoethyl-2,2-bis-(3,5-di-tert-butyl-4-hydroxybenzyl)-malonate C(CCCCCCCCCCC)S(CCCCCCCCCCCC)CCOC(C(C(=O)[O-])(CC1=CC(=C(C(=C1)C(C)(C)C)O)C(C)(C)C)CC1=CC(=C(C(=C1)C(C)(C)C)O)C(C)(C)C)=O